N-[4-chloro-3-(N,N-diethylsulfamoyl)phenyl]-5-(thiazol-2-yl)-thieno[2,3-b]pyridine-2-carboxamide ClC1=C(C=C(C=C1)NC(=O)C1=CC=2C(=NC=C(C2)C=2SC=CN2)S1)S(N(CC)CC)(=O)=O